N-(4-((S)-4-amino-3,3-dimethylpyrrolidin-1-yl)-2-((S)-tetrahydrofuran-3-yl)-2H-indazol-5-yl)-1-(2,6-difluorophenyl)-6-oxo-1,6-dihydropyridazine-3-carboxamide N[C@H]1C(CN(C1)C=1C2=CN(N=C2C=CC1NC(=O)C1=NN(C(C=C1)=O)C1=C(C=CC=C1F)F)[C@@H]1COCC1)(C)C